FC(F)C1=NN(C(=C1C(=O)O)OC1=CC(=CC=C1)C(C(F)(F)F)C)C (difluoromethyl)-1-methyl-5-(3-(1,1,1-trifluoropropan-2-yl)phenoxy)-1H-pyrazole-4-carboxylic acid